ClC=1C=CC(=C2C=CN(C(C12)=O)C)OC1CC2(CN(C2)CCNC=2C=NN(C(C2Cl)=O)C2OCCCC2)C1 8-chloro-5-((2-(2-((5-chloro-6-oxo-1-(tetrahydro-2H-pyran-2-yl)-1,6-dihydropyridazin-4-yl)amino)ethyl)-2-azaspiro[3.3]heptan-6-yl)oxy)-2-methylisoquinolin-1(2H)-one